C(C)(C)C1=CNC2=C1NC(S2)=O 6-isopropyl-4H-pyrrolo[3,2-d]thiazol-2(1H)-one